C(C)OC(=O)C=1C=NC(=CC1OC1=C(C=C(C=C1)F)OC)C(F)(F)F 4-(4-fluoro-2-methoxy-phenoxy)-6-(trifluoromethyl)pyridine-3-carboxylic acid ethyl ester